4-((7-Methoxy-1H-imidazo[4,5-c][1,5]naphthyridin-1-yl)methyl)benzenesulfonamide COC=1C=NC=2C3=C(C=NC2C1)N=CN3CC3=CC=C(C=C3)S(=O)(=O)N